2-(dibenzylaminoethoxy)cyclohexane-1-ol C(C1=CC=CC=C1)N(CC1=CC=CC=C1)CCOC1C(CCCC1)O